2-hydroxy-2-methyl-1-[4-(tertiary butyl)phenyl]-1-propanone OC(C(=O)C1=CC=C(C=C1)C(C)(C)C)(C)C